ClC1=CC=C(C=C1)C=1C=C2C(=NC1)NC=C2C(=O)C=2C(=C(C=CC2F)N2CCCC2)F N-[3-[5-(4-chlorophenyl)-1H-pyrrolo[2,3-b]pyridine-3-carbonyl]-2,4-difluoro-phenyl]pyrrolidine